ClC1=NC(=CC(=C1)C=1C(=NN2C1N=C(C=C2)N[C@H](C(C)(C)O)C)C=2C=C(C#N)C=CC2)C 3-[3-(2-chloro-6-methyl-4-pyridinyl)-5-[[(1S)-2-hydroxy-1,2-dimethyl-propyl]amino]pyrazolo[1,5-a]pyrimidin-2-yl]benzonitrile